di(gamma-trimethoxysilylpropyl)amine CO[Si](CCCNCCC[Si](OC)(OC)OC)(OC)OC